FC(OC=1C=NC(=NC1)N1CCC(CC1)(C(=O)N1CCOC2=C(C1)C=NC=C2C#N)F)F 4-[1-[5-(difluoromethoxy)pyrimidin-2-yl]-4-fluoro-piperidine-4-carbonyl]-3,5-dihydro-2H-pyrido[3,4-f][1,4]oxazepine-9-carbonitrile